tert-butyl (3SR,4RS)-4-(2-ethoxy-2-oxo-ethyl)-3-fluoro-piperidine-1-carboxylate C(C)OC(C[C@@H]1[C@@H](CN(CC1)C(=O)OC(C)(C)C)F)=O |r|